2-(2-(7-hydroxy-1-methyl-1H-pyrrolo[2,3-c]pyridine-3-carbonyl)-4-methoxyphenyl)-N-methylethane-1-sulfonamide OC=1N=CC=C2C1N(C=C2C(=O)C2=C(C=CC(=C2)OC)CCS(=O)(=O)NC)C